N-((1R,2S)-2-fluorocyclopropyl)-6-(4-(5-formylpyrimidin-2-yl)indolin-1-yl)-8-(methylamino)imidazo[1,2-b]pyridazine-3-carboxamide F[C@@H]1[C@@H](C1)NC(=O)C1=CN=C2N1N=C(C=C2NC)N2CCC1=C(C=CC=C21)C2=NC=C(C=N2)C=O